(E)-N-((1,2,3,5,6,7-Hexahydro-s-indacen-4-yl)carbamoyl)-2-(2-methyl-1-(oxetan-3-yl)azetidin-2-yl)ethen-1-sulfonamid C1CCC2=C(C=3CCCC3C=C12)NC(=O)NS(=O)(=O)\C=C\C1(N(CC1)C1COC1)C